3-(4-methyl-6-(trifluoromethyl)pyridin-3-yl)-7,8-dihydro-1,6-naphthyridin CC1=C(C=NC(=C1)C(F)(F)F)C=1C=NC=2CCN=CC2C1